(1-(2,4-dichlorobenzyl)-1H-indazol-3-yl)(4-(pyrimidin-2-yl)piperazin-1-yl)methanone ClC1=C(CN2N=C(C3=CC=CC=C23)C(=O)N2CCN(CC2)C2=NC=CC=N2)C=CC(=C1)Cl